sodium n-hexadecanol C(CCCCCCCCCCCCCCC)O.[Na]